5-(4-(4-(2-(2-Aminopyridin-3-yl)-5-phenyl-3H-imidazo[4,5-b]pyridin-3-yl)benzyl)piperazin-1-yl)nicotinonitrile NC1=NC=CC=C1C1=NC=2C(=NC(=CC2)C2=CC=CC=C2)N1C1=CC=C(CN2CCN(CC2)C=2C=NC=C(C#N)C2)C=C1